chloro-4H-1,3,2-benzodioxaphosphorin-4-one ClC1=CC=CC2=C1C(OPO2)=O